ClC=1C=C(C=CC1Cl)C(CN1C2CN(C(C1)C2)C(=O)OC(C)(C)C)NS(=O)(=O)C2=CC=C(C=C2)OC(F)(F)F tert-butyl 5-[2-(3,4-dichlorophenyl)-2-[[4-(trifluoromethoxy)phenyl]sulfonylamino]ethyl]-2,5-diazabicyclo[2.2.1]heptane-2-carboxylate